8-(2-{[(2R,7aS)-2-fluoro-hexahydropyrrolizin-7a-yl]methoxy}-4-[(2S)-2-(hydroxymethyl)azetidin-1-yl]-8-methyl-5-oxopyrano[4,3-d]pyrimidin-7-yl)-6-hydroxynaphthalene-1-carbonitrile F[C@@H]1C[C@@]2(CCCN2C1)COC=1N=C(C2=C(N1)C(=C(OC2=O)C=2C=C(C=C1C=CC=C(C21)C#N)O)C)N2[C@@H](CC2)CO